C(C1=CN=CC=C1)(=O)O.C(C1=CN=CC=C1)(=O)O nicotinic acid (nicotinate)